((2-(6-Chloropyridin-2-yl)-2H-pyrazolo[4,3-c]pyridin-6-yl)methyl)carbamic acid tert-butyl ester C(C)(C)(C)OC(NCC1=CC=2C(C=N1)=CN(N2)C2=NC(=CC=C2)Cl)=O